(3R)-3-({2-[1-(prop-2-yl)-1H-pyrazol-4-yl]-7-(trifluoromethyl)[1,2,4]triazolo[1,5-c]quinazolin-5-yl}amino)azepin-2-one CC(C)N1N=CC(=C1)C1=NN2C(=NC=3C(=CC=CC3C2=N1)C(F)(F)F)NC=1C(N=CC=CC1)=O